FCC(=O)NC1=CC=C(C(=O)O)C=C1 4-(2-fluoroacetamido)benzoic acid